C(C)OC[C@@H]1N(CCNC1)C (R)-2-(ethoxymethyl)-1-methylpiperazine